CC(C(=O)O)(CC)C.CC(C(=O)OCC)CC Ethyl 2-methylbutyrate (methyl-2-METHYL BUTYRATE)